NC1=NC=CC(=N1)OC1CCC(CC1)C(=O)[O-] 4-((2-aminopyrimidin-4-yl)oxy)cyclohexane-1-carboxylate